N-[(4-fluoro-3-methoxyphenyl)methyl]-5-{5-carbamoyl-2-[2-(p-fluorophenyl)ethyl]-6-isobutyl-3-(5-methyl-1,3,4-oxadiazol-2-yl)-4-pyridyl}-2-thenamide FC1=C(C=C(C=C1)CNC(C1=CC=C(S1)C1=C(C(=NC(=C1C(N)=O)CC(C)C)CCC1=CC=C(C=C1)F)C=1OC(=NN1)C)=O)OC